Tert-butyl N-[(1S)-4-[(4-methyl-1,3-thiazol-2-yl)amino]-1-{[(1S,2S)-2-methyl-1-(methylcarbamoyl)butyl]carbamoyl}butyl]carbamate CC=1N=C(SC1)NCCC[C@@H](C(N[C@@H]([C@H](CC)C)C(NC)=O)=O)NC(OC(C)(C)C)=O